(R)-4-(1-(4-(((1-Acetylpyrrolidin-3-yl)amino)methyl)-2-chlorophenyl)-1H-pyrazol-4-yl)-2-((1-(methylsulfonyl)piperidin-4-yl)amino)pyrimidine-5-carbonitrile C(C)(=O)N1C[C@@H](CC1)NCC1=CC(=C(C=C1)N1N=CC(=C1)C1=NC(=NC=C1C#N)NC1CCN(CC1)S(=O)(=O)C)Cl